6-hydrazinyl-N2,N4-dipropyl-1,3,5-triazine-2,4-diamine N(N)C1=NC(=NC(=N1)NCCC)NCCC